C1(=CC=CC=C1)P(=O)(C1=CC=CC=C1)NC1=CC=C(C(C(=O)O)=C1)C(=O)O 5-(diphenylphosphorylamino)phthalic acid